NC1=NC=CC2=CC=C(C=C12)C=1C=C2C(=NNC2=CC1)C(=O)NCC1CN(C1)C 5-(1-aminoisoquinolin-7-yl)-N-((1-methylazetidin-3-yl)methyl)-1H-indazole-3-carboxamide